[N+](=O)([O-])C=1C(=C(C(=O)OC)C=CC1)C Methyl 3-nitro-2-methylbenzoate